(3R)-3-aminopiperidine-1-carboxylic acid N[C@H]1CN(CCC1)C(=O)O